C(C)(CC)OC1=NC=2N(C=C1C(=O)O)C=C(N2)C21COC(C2)(C1)CF 7-(sec-butoxy)-2-(1-(fluoromethyl)-2-oxabicyclo[2.1.1]hex-4-yl)imidazo[1,2-a]pyrimidine-6-carboxylic acid